6,8-nonadiene CCCCCC=CC=C